O=C(NCC(=O)O)NCCCCCCNC(NCC(=O)O)=O 4,13-dioxo-3,5,12,14-tetraazahexadecanedioic acid